(S)-(4-(benzo[d]oxazol-2-yl)-6,7-dihydro-1H-imidazo[4,5-c]pyridin-5(4H)-yl)(5-(pyridin-2-yl)-1,3,4-oxadiazol-2-yl)methanone O1C(=NC2=C1C=CC=C2)[C@H]2N(CCC1=C2N=CN1)C(=O)C=1OC(=NN1)C1=NC=CC=C1